N1(N=CC=C1)CCC(=O)N1C[C@@H](CCC1)C=1C=C(C2=C(C=C(O2)C(N(C)C)=O)C1F)C1=C(C=C(C=C1)N1CCN(CC1)C(=O)OC(C)(C)C)Cl tert-butyl (S)-4-(4-(5-(1-(3-(1H-pyrazol-1-yl)propanoyl)piperidin-3-yl)-2-(dimethylcarbamoyl)-4-fluorobenzofuran-7-yl)-3-chlorophenyl)piperazine-1-carboxylate